O.C(CC(C)(O)C(=O)[O-])(=O)[O-].[K+].[K+] Potassium citramalate monohydrate